cis-3-aminocyclobutanoic acid N[C@H]1C[C@H](C1)C(=O)O